C(CC)(=O)OC(C(=O)OCC(CC)C)(C)C 2-methylbutyl α-propanoyloxyisobutyrate